ClCC=1OC(=NN1)C1=C(C=CC=C1)F 2-(chloromethyl)-5-(2-fluorophenyl)-1,3,4-oxadiazole